C1(=CC=CC=C1)CCC=C(C(=O)O)C#N.C(#N)C(C(=O)OCCO[Si](CC)(CC)CC)=C triethylsilyloxyethyl cyanoacrylate phenylethyl-cyanoacrylate